oxospiro[isobenzofuran-1(3H),9'-[9H]xanthen] O=C1OC2(C3=CC=CC=C3OC=3C=CC=CC23)C2=CC=CC=C12